3-amino-N-[(6S)-2-[(1R,5S)-9,9-difluoro-2,7-diazabicyclo[3.3.1]nonan-7-yl]-5,6,7,8-tetrahydroquinolin-6-yl]-6-methylthieno[2,3-b]pyridine-2-carboxamide NC1=C(SC2=NC(=CC=C21)C)C(=O)N[C@@H]2CC=1C=CC(=NC1CC2)N2C[C@@H]1CCN[C@H](C2)C1(F)F